FC1=CC=2N(C=C1)C(=CN2)C2=C1CNC(C1=C(C=C2)NC2=NC=C(C=C2)N2CCC(CC2)(CN2CCNCC2)O)=O 4-{7-fluoroimidazo[1,2-a]pyridin-3-yl}-7-({5-[4-hydroxy-4-(piperazin-1-ylmethyl)piperidin-1-yl]pyridin-2-yl}amino)-2,3-dihydroisoindol-1-one